2-methoxy-4-(2-propenoyl)phenol COC1=C(C=CC(=C1)C(C=C)=O)O